(E)-4-(3-fluoroazetidin-1-yl)-N-(4-(2-((4-(4-morpholino-7H-pyrrolo[2,3-d]pyrimidin-6-yl)phenyl)amino)-2-oxoethyl)phenyl)but-2-enamide FC1CN(C1)C/C=C/C(=O)NC1=CC=C(C=C1)CC(=O)NC1=CC=C(C=C1)C1=CC2=C(N=CN=C2N2CCOCC2)N1